4-Methoxy-6-((2,2,2-trifluoroethoxy)methyl)benzo[d]isoxazol-3-amine COC1=CC(=CC2=C1C(=NO2)N)COCC(F)(F)F